N-(4-bromophenyl)-3-(N-(4-methoxyphenyl)-N-methylsulfamoyl)benzamide BrC1=CC=C(C=C1)NC(C1=CC(=CC=C1)S(N(C)C1=CC=C(C=C1)OC)(=O)=O)=O